N-(beta-aminoethyl)-gamma-aminopropyltri(ethyloxy)silane NCCNCCC[Si](OCC)(OCC)OCC